1-(4-((2-(2,6-dimethylpyridin-4-yl)-3-isopropyl-1H-indol-5-yl)oxy)piperidin-1-yl)propan-2-ol CC1=NC(=CC(=C1)C=1NC2=CC=C(C=C2C1C(C)C)OC1CCN(CC1)CC(C)O)C